tert-butyl 4-(2-bromo-4,5-difluorophenyl)-3-oxobutanoate BrC1=C(C=C(C(=C1)F)F)CC(CC(=O)OC(C)(C)C)=O